di-tert-Butyl (2S,5S)-5-(2-methoxy-2-oxoethyl)pyrrolidine-1,2-dicarboxylate COC(C[C@@H]1CC[C@H](N1C(=O)OC(C)(C)C)C(=O)OC(C)(C)C)=O